Cl.O1CC[C@H](C2=CC=CC=C12)NC(=O)[C@@H]1CC[C@H]2N1C([C@H](CN(CC2)C(C(C(F)(F)F)(C)C)=O)NC([C@H](C)NC)=O)=O (5S,8S,10aR)-N-((R)-chroman-4-yl)-5-((S)-2-(methylamino)propanamido)-6-oxo-3-(3,3,3-trifluoro-2,2-dimethylpropanoyl)decahydropyrrolo[1,2-a][1,5]diazocine-8-carboxamide hydrochloride